N-(3-methoxybenzyl)-4-methyl-N-(3-morpholinobenzyl)thiazol-2-amine COC=1C=C(CN(C=2SC=C(N2)C)CC2=CC(=CC=C2)N2CCOCC2)C=CC1